CN1CC=2N(CC1)C=C(N2)C(=O)OC methyl 7-methyl-5H,6H,7H,8H-imidazo[1,2-a]pyrazine-2-carboxylate